C1(=CC=CC=C1)C1=C(C(=C(C(C(=O)[O-])=C1)OS(=O)(=O)O)C1=CC=CC=C1)C1=CC=CC=C1 triphenylsulfosalicylate